ClC=1C=C2C(=CC(=NC2=CC1)C(F)(F)F)N[C@@H]1C[C@@H](CCC1)NC(C1=C(C(=CC=C1)NS(=O)(=O)C)F)=O N-[(1R,3S)-3-{[6-chloro-2-(trifluoromethyl)quinolin-4-yl]amino}cyclohexyl]-2-fluoro-3-methanesulfonamidobenzamide